ClC1=NC=C(C=N1)CC=1N=CSC1 4-((2-chloropyrimidin-5-yl)methyl)thiazole